FC1(OC2=C(O1)C=CC(=C2)N(C(=O)C=2C=C(C=CC2)N2N=C(C1=C2C(COC1)OC=1C=CC=NC1)C(F)(F)F)C)F 5-[[1-[3-[(2,2-Difluoro-1,3-benzodioxol-5-yl)-methyl-carbamoyl]phenyl]-3-(trifluoromethyl)-6,7-dihydro-4H-pyrano[4,3-c]pyrazol-7-yl]oxy]pyridin